Cl(=O)(=O)[O-].[Al+3].Cl(=O)(=O)[O-].Cl(=O)(=O)[O-] aluminum chlorate salt